ClC=1C=C(C=CC1)NC1=C(C(=CC(=C1)F)N)C N1-(3-chlorophenyl)-5-fluoro-2-methylbenzene-1,3-diamine